C(C)(C)(C)OC(=O)N1C(=CC2=NC=CC=C21)C2=C1CN(C(C1=C(C=C2)NC2=NC=C(C=C2)N2CCN(CC2)C)=O)C(=O)OC(C)(C)C (2-(tert-Butoxycarbonyl)-7-((5-(4-methylpiperazin-1-yl)pyridin-2-yl)amino)-1-oxoisoindolin-4-yl)-1H-pyrrolo[3,2-b]pyridine-1-carboxylic acid tert-butyl ester